NC1=C(C=NN1[C@@H](CO)C)S(=O)(=O)NC=1C=CC(=C2C(=CNC12)C#N)C 5-amino-N-(3-cyano-4-methyl-1H-indol-7-yl)-1-[(1R)-2-hydroxy-1-methyl-ethyl]pyrazole-4-sulfonamide